(S)-2-cyanopiperazine-1-carboxylic acid tert-butyl ester C(C)(C)(C)OC(=O)N1[C@@H](CNCC1)C#N